5-(2-aminopyridin-4-yl)indolin-2-one NC1=NC=CC(=C1)C=1C=C2CC(NC2=CC1)=O